4-n-pentylpyrido[3,4-d]pyrimidine-2,4-diamine C(CCCC)C1(C2=C(N=C(N1)N)C=NC=C2)N